8-[(3S)-1-methyl-3-piperidyl]-5-(2,2,2-trifluoroethyl)pyrimido[5,4-b]indol-4-ol CN1C[C@@H](CCC1)C1=CC=2C3=C(N(C2C=C1)CC(F)(F)F)C(=NC=N3)O